C(#N)C1=CC(=CC=2N=C(OC21)C=2C(=C(C=CC2)C2=C(C(=CC=C2)NC=2N=CC=C1C=C(C=NC21)CN2CCCCC2)C)C)CN[C@H](CO)C (S)-1-((8-(3'-(7-Cyano-5-((1-hydroxypropan-2-ylamino)methyl)benzo[d]oxazol-2-yl)-2,2'-dimethylbiphenyl-3-ylamino)-1,7-naphthyridin-3-yl)methyl)piperidin